N-[6-(5-chloro-1,3-benzoxazol-2-yl)spiro[3.3]heptan-2-yl]-5-(cyclobutanecarbonylsulfamoyl)furan-2-carboxamide ClC=1C=CC2=C(N=C(O2)C2CC3(CC(C3)NC(=O)C=3OC(=CC3)S(NC(=O)C3CCC3)(=O)=O)C2)C1